6-(3,4-dihydroxyfurfurylamino)-9-β-D-arabinofuranosylpurine OC1=C(CNC2=C3N=CN(C3=NC=N2)[C@H]2[C@@H](O)[C@H](O)[C@H](O2)CO)OC=C1O